zirconium tetramethyl-ammonium C[N+](C)(C)C.[Zr+4]